C1(CC1)C1=NC=NC(=C1C=1N=C(C2=C(N1)C=CN2COCC[Si](C)(C)C)OCC2=CC(=C(C=C2)C=2N(C=C(N2)C(F)(F)F)C)F)OC 2-[[2-(4-cyclopropyl-6-methoxy-pyrimidin-5-yl)-4-[[3-fluoro-4-[1-methyl-4-(trifluoromethyl)imidazol-2-yl]phenyl]methoxy]pyrrolo[3,2-d]pyrimidin-5-yl]methoxy]ethyl-trimethyl-silane